6-((S)-cyclobutyl((1-methylcyclobutyl)amino)methyl)-2-(3-((S)-(4-methyl-4H-1,2,4-triazol-3-yl)(oxetan-3-yl)methyl)phenyl)-4-(trifluoromethyl)isoindolin-1-one C1(CCC1)[C@@H](C1=CC(=C2CN(C(C2=C1)=O)C1=CC(=CC=C1)[C@H](C1COC1)C1=NN=CN1C)C(F)(F)F)NC1(CCC1)C